6-(2-acryloylphenyl)-2-(3-fluoro-4-(trifluoromethyl)benzyl)-3-methyl-1-oxo-1,2,3,4-tetrahydroisoquinoline-4-carboxylic acid C(C=C)(=O)C1=C(C=CC=C1)C=1C=C2C(C(N(C(C2=CC1)=O)CC1=CC(=C(C=C1)C(F)(F)F)F)C)C(=O)O